CC(C)(CNC(CCOCCOCCOCCNC(CCC)=O)=O)C 2,2-dimethyl-5,18-dioxo-8,11,14-trioxa-4,17-diazahenicosan